(-)-1,1-diphenyl-1,2-propanediol C1(=CC=CC=C1)C(C(C)O)(O)C1=CC=CC=C1